C(C)(C)N1C2CNC(C1)C2 5-isopropyl-2,5-diazabicyclo[2.2.1]heptan